C(C)OC(=O)C1=C(N=C(S1)NC1=NC(=CC(=N1)C1=CC=C(C=C1)C(=O)O)N1CCN(CCC1)C)C 2-[4-(4-carboxyphenyl)-6-(4-methyl-[1,4]diazepan-1-yl)pyrimidin-2-ylamino]-4-methylthiazole-5-carboxylic acid ethyl ester